2-hydroxy-butane-1,2,4-tricarboxylic acid OC(CC(=O)O)(CCC(=O)O)C(=O)O